1-(3-methoxy-3-methyl-butyl)-N3,N6-diphenyl-1H-pyrazolo[3,4-d]pyrimidine-3,6-diamine COC(CCN1N=C(C=2C1=NC(=NC2)NC2=CC=CC=C2)NC2=CC=CC=C2)(C)C